1-(benzofuran-7-yl)-N-(bis(4-(tributylsilyl)phenyl)phosphaneyl)-N-phenyl-1-(4-(tributylsilyl)phenyl)phosphanamine O1C=CC2=C1C(=CC=C2)P(N(C2=CC=CC=C2)P(C2=CC=C(C=C2)[Si](CCCC)(CCCC)CCCC)C2=CC=C(C=C2)[Si](CCCC)(CCCC)CCCC)C2=CC=C(C=C2)[Si](CCCC)(CCCC)CCCC